COC=1C=C2C(=NC(=NC2=CC1)C)SCC(=O)C1=CC=C(S1)CNC(CC1=CC=NC=C1)=O N-((5-(2-((6-methoxy-2-methylquinazolin-4-yl)thio)acetyl)thiophen-2-yl)methyl)-2-(pyridin-4-yl)acetamide